N1=CN=C(C=C1)OS(=O)(=O)C1=C(C=C(C=C1C(C)C)C(C)C)C(C)C pyrimidin-4-yl-2,4,6-triisopropylbenzenesulfonate